2,3-Difluoro-5-(5-fluoropyrimidin-2-yl)-4-methylaniline FC1=C(N)C=C(C(=C1F)C)C1=NC=C(C=N1)F